(S)-3,4-dimethyloxazolidine-2,5-dione CN1C(OC([C@@H]1C)=O)=O